NC=1C=CC(=C2CN(C(C12)=O)CC(C(=O)N)=C)C1=CC(=C2C=NN(C2=C1)C)C1=CC(=CC=C1)Cl 2-({7-amino-4-[4-(3-chlorophenyl)-1-methyl-1H-indazol-6-yl]-1-oxo-2,3-dihydro-1H-isoindol-2-yl}methyl)prop-2-enamide